2-(4-((1H-pyrrolo[2,3-b]pyridin-5-yl)oxy)-3,5-dichlorophenyl)-3,5-dioxo-2,3,4,5-tetrahydro-1,2,4-triazine-6-carbonitrile N1C=CC=2C1=NC=C(C2)OC2=C(C=C(C=C2Cl)N2N=C(C(NC2=O)=O)C#N)Cl